CN(C(CCl)CCl)C 2-dimethylamino-1,3-dichloropropane